4-(2-(6-(4-fluoro-2-methylphenyl)-1,1-dioxido-1,2,6-thiadiazinan-2-yl)acetamido)adamantan-1-carboxamide FC1=CC(=C(C=C1)N1CCCN(S1(=O)=O)CC(=O)NC1C2CC3(CC(CC1C3)C2)C(=O)N)C